C12(CC3CC(CC(C1)C3)C2)C(C)NCCCCCCCNC2=C3C(N(C(=NC3=CC=C2)C)[C@@H]2C(NC(CC2)=O)=O)=O (3S)-3-(5-((7-((1-((3r,5r,7r)-adamantane-1-yl)ethyl)amino)heptyl)amino)-2-methyl-4-Oxoquinazolin-3(4H)-yl)piperidine-2,6-dione